Histidine Acetate Phosphate P(=O)(O)(O)O.C(C)(=O)O.N[C@@H](CC1=CNC=N1)C(=O)O